FC=1C=CC2=C(CCO2)C1CNC1=NC=C(C=2N1C=NN2)C2=CC=1C(=CS(C1)(=O)=O)C=C2 5-(5-(((5-fluoro-2,3-dihydrobenzofuran-4-yl)methyl)amino)-[1,2,4]triazolo[4,3-c]pyrimidin-8-yl)benzo[c]thiophene 2,2-dioxide